2-(2-Chlorophenyl)-4,4,5,5-tetramethyl-1,3,2-dioxaborolane ClC1=C(C=CC=C1)B1OC(C(O1)(C)C)(C)C